1-(4-cyano-3-(trifluoromethyl)phenyl)-3-(4-ethoxy-3-(5-methyl-4-oxo-7-propyl-3,4-dihydroimidazo[5,1-f][1,2,4]triazin-2-yl)phenyl)urea C(#N)C1=C(C=C(C=C1)NC(=O)NC1=CC(=C(C=C1)OCC)C1=NN2C(C(N1)=O)=C(N=C2CCC)C)C(F)(F)F